4-((2,5-dimethyl-4,5-dihydro-[1,2,4]triazolo[1,5-a]quinoxalin-6-yl)amino)-6-((2,6-dimethylpyrimidin-4-yl)amino)-N-(methyl-d3)pyridazine-3-carboxamide CC1=NN2C(CN(C3=C(C=CC=C23)NC2=C(N=NC(=C2)NC2=NC(=NC(=C2)C)C)C(=O)NC([2H])([2H])[2H])C)=N1